C[C@](C=C)(CCC=C(C)C)O |r| (±)-3,7-Dimethyl-1,6-octadien-3-ol